5-methyl-1H-thieno[2,3-d][1,3]oxazine-2,4-dione CC1=CSC=2NC(OC(C21)=O)=O